9-(5-bromo-6-methoxy-2H-indazol-2-yl)-1-methyl-4-oxa-1-azaspiro[5.5]Undecan-2-one BrC1=CC2=CN(N=C2C=C1OC)C1CCC2(COCC(N2C)=O)CC1